C1(=CC=CC=C1)C=1C=CC=2N(C3=CC=C(C=C3C2C1)C1=CC=CC=C1)C1=C(C#N)C(=C(C(=C1C#N)N1C2=CC=C(C=C2C=2C=C(C=CC12)C1=CC=CC=C1)C1=CC=CC=C1)N1C2=CC=C(C=C2C=2C=C(C=CC12)C1=CC=CC=C1)C1=CC=CC=C1)N1C2=CC=C(C=C2C=2C=C(C=CC12)C1=CC=CC=C1)C1=CC=CC=C1 2,4,5,6-tetrakis(3,6-diphenyl-9H-carbazol-9-yl)isophthalonitrile